Methyl (3aR,4S,6R,6aS)-6-(5-bromo-4-chloro-7H-pyrrolo[2,3-d]pyrimidin-7-yl)-2,2-dimethyltetrahydro-4H-cyclopenta[d][1,3]dioxole-4-carboxylate BrC1=CN(C=2N=CN=C(C21)Cl)[C@@H]2C[C@@H]([C@@H]1[C@H]2OC(O1)(C)C)C(=O)OC